2,4-dihydroxy-3,3-dimethylbutanoyl-phosphate OC(C(=O)OP(=O)([O-])[O-])C(CO)(C)C